FC(C(C(=O)NC1(CC2=CC=CC=C2C1)C(C)(C)O)NC(OCC1=CC=CC=C1)=O)(F)F benzyl (1,1,1-trifluoro-3-((2-(2-hydroxypropan-2-yl)-2,3-dihydro-1H-inden-2-yl)amino)-3-oxopropan-2-yl)carbamate